C(C)(C)(C)N1CC(CC(C1)CO)(F)F tert-butyl-3,3-difluoro-5-(hydroxymethyl)piperidine